methyl 3-(indolin-4-yl)propanoate trifluoroacetate FC(C(=O)O)(F)F.N1CCC2=C(C=CC=C12)CCC(=O)OC